1-(9-(1-amino-6-methyl-8-(pyrimidin-2-yl)pyrrolo[1,2-a]pyrazin-7-yl)-3-azaspiro[5.5]undec-8-en-3-yl)prop-2-en-1-one NC=1C=2N(C=CN1)C(=C(C2C2=NC=CC=N2)C2=CCC1(CCN(CC1)C(C=C)=O)CC2)C